FC(C=1C=C(C=CC1)S(=O)(=O)NC1CC(C1)=NC1=C2C(=NC=C1C#N)NC=C2)(F)F (cis)-4-{[3-(3-trifluoromethylbenzenesulfonamido)-cyclobutyl-1-yl]-amino}-1H-pyrrolo[2,3-b]pyridine-5-carbonitrile